[N+](=O)([O-])C1=CC=C(C=C1)N1C(=C(N2N=CC=C21)C(=O)N)C2=CC=C(C=C2)OC2=CC=CC=C2 (4-nitrophenyl)-2-(4-phenoxyphenyl)-1H-imidazo[1,2-b]Pyrazole-3-carboxamide